1-(2,3-dihydrobenzo[b][1,4]dioxin-6-yl)ethylpiperazine O1C2=C(OCC1)C=C(C=C2)C(C)N2CCNCC2